N-(2-methoxyethyl)-6-(5-(trifluoromethyl)-1,2,4-oxadiazol-3-yl)imidazo[1,2-a]pyridine-2-carboxamide COCCNC(=O)C=1N=C2N(C=C(C=C2)C2=NOC(=N2)C(F)(F)F)C1